CC1(CCCNC1)C 5,5-dimethylpiperidine